3-[4-[2-(2,6-dioxopiperidin-3-yl)-1,3-dioxoisoindol-5-yl]piperazin-1-yl]propionic acid O=C1NC(CCC1N1C(C2=CC=C(C=C2C1=O)N1CCN(CC1)CCC(=O)O)=O)=O